4-[(5-fluoro-4-{4-oxa-7-azaspiro[2.5]octan-7-yl}pyrimidin-2-yl)amino]benzenesulfonamide FC=1C(=NC(=NC1)NC1=CC=C(C=C1)S(=O)(=O)N)N1CCOC2(CC2)C1